COC1=NC(=CC(=C1C1=C(C=CC2=CC=CC=C12)OC)C=O)OC (S)-2,6-dimethoxy-4-formyl-3-(2-methoxy-1-naphthyl)pyridine